BrC=1C=C(C=C2C(N(C(=NC12)C=1N=C(SC1C)C)C)=O)C 8-bromo-2-(2,5-dimethylthiazol-4-yl)-3,6-dimethylquinazolin-4(3H)-one